N-[5-[(3,5-difluorophenyl)methyl]-1H-indazol-3-yl]-2,2,2-trifluoro-acetamide FC=1C=C(C=C(C1)F)CC=1C=C2C(=NNC2=CC1)NC(C(F)(F)F)=O